CC1=CC2=C(OC3(C=NS2(=O)=O)CC3)N=C1 8'-methyl-1',1'-dioxidospiro[cyclopropane-1,4'-pyrido[2,3-b][1,4,5]oxathiazepin]